NC1=NC=CC(=C1C#CC1=C(C=CC=C1)N)C=1C=C2C(=NNC2=CC1)N 5-(2-Amino-3-((2-aminophenyl)ethynyl)pyridin-4-yl)-1H-indazol-3-amine